C(CC(C)C)(=O)[SiH3] Isovalerylsilane